3-oxo-2,3-dihydroindene O=C1CCC2=CC=CC=C12